4-(6-methoxypyrimidin-4-yl)-9-methyl-3,4,7,15-tetraazatricyclo[12.3.1.02,6]Octadecan-1(18),2,5,14,16-pentaen-8-one trifluoroacetate salt FC(C(=O)O)(F)F.COC1=CC(=NC=N1)N1N=C2C=3C=CN=C(CCCCC(C(NC2=C1)=O)C)C3